2,2,2-Trifluoro-1-(7-nitro-1,2,4,5-tetrahydro-3H-benzo[d]azepin-3-yl)ethan-1-one FC(C(=O)N1CCC2=C(CC1)C=C(C=C2)[N+](=O)[O-])(F)F